ClC1=C(C=CC=C1Cl)C1=C(N=C(C=2N1C=CN2)N2CCC(CC2)(N)C)C [5-(2,3-dichlorophenyl)-6-methylimidazo[1,2-a]pyrazin-8-yl]-4-methylpiperidin-4-amine